O1C(CCCC1)ONC(=O)C1C2CCC(CN1)N2 N-((tetrahydro-2H-pyran-2-yl)oxy)-3,8-diazabicyclo[3.2.1]octane-2-carboxamide